ClC1=C(C#N)C=C(C(=N1)NC1=CC2=C(N(C(N2CCC(C)(C)O)=O)C[C@H](C)O)C=C1)F (S)-2-Chloro-5-fluoro-6-((3-(3-hydroxy-3-methylbutyl)-1-(2-hydroxypropyl)-2-oxo-2,3-dihydro-1H-benzo[d]imidazol-5-yl)amino)nicotinonitrile